F[C@@H]1C[C@@]2(CCCN2C1)COC=1N=C(C2=C(N1)C=CN=C2)OCC(F)(F)F (((2R,7aS)-2-fluorotetrahydro-1H-pyrrolizin-7a(5H)-yl)methoxy)-4-(2,2,2-trifluoroethoxy)pyrido[4,3-d]pyrimidine